3-sulfo-N,N-diethylaniline S(=O)(=O)(O)C=1C=C(N(CC)CC)C=CC1